tert-butyl 3-hydroxy-2,3-dihydro-1H-pyrrole-1-carboxylate OC1CN(C=C1)C(=O)OC(C)(C)C